7-(2,4-difluoro-6-isopropoxyphenyl)-6-(1-((S)-pyrrolidin-3-yl)-1H-pyrazol-4-yl)thieno[3,2-c]pyridin-4-yl trifluoromethanesulfonate FC(S(=O)(=O)OC1=NC(=C(C2=C1C=CS2)C2=C(C=C(C=C2OC(C)C)F)F)C=2C=NN(C2)[C@@H]2CNCC2)(F)F